1-(3-((5-chloro-2-((5-chloro-2-methoxy-4-(4-(methyl-d3)piperazin-1-yl)phenyl)amino)pyrimidin-4-yl)amino)pyridin-2-yl)pyrrolidin-2-one ClC=1C(=NC(=NC1)NC1=C(C=C(C(=C1)Cl)N1CCN(CC1)C([2H])([2H])[2H])OC)NC=1C(=NC=CC1)N1C(CCC1)=O